5-bromo-1-(2-((tert-butyldimethylsilyl)oxy)ethyl)-4-fluoro-1,3-dihydrobenzo[c]isothiazole 2,2-dioxide BrC1=C(C2=C(N(S(C2)(=O)=O)CCO[Si](C)(C)C(C)(C)C)C=C1)F